(4R)-2-{[(2S)-1,4-Dioxan-2-yl]methyl}-4-methyl-N-[(pyrazin-2-yl)methyl]-8-(trifluoromethyl)-4,5-dihydro-2H-furo[2,3-g]indazol-7-carboxamid O1[C@H](COCC1)CN1N=C2C3=C(C[C@H](C2=C1)C)OC(=C3C(F)(F)F)C(=O)NCC3=NC=CN=C3